3,3-dicyclopropyl-N-[4-(3,5-dimethyl-1H-pyrazol-4-yl)phenyl]-2-[5-(1,4-dimethylpyrazol-3-yl)-4H-1,2,4-triazol-3-yl]propanamide C1(CC1)C(C(C(=O)NC1=CC=C(C=C1)C=1C(=NNC1C)C)C1=NN=C(N1)C1=NN(C=C1C)C)C1CC1